[OH+]1[IH]C=CC=C1 Oxiodinium